methyl 5-chloro-3-ethyl-2-methoxybenzoate ClC=1C=C(C(=C(C(=O)OC)C1)OC)CC